4-(3-chloro-2-fluorophenyl)-7-((3-methyltetrahydrofuran-3-yl)ethynyl)quinazoline-4,6-diamine ClC=1C(=C(C=CC1)C1(NC=NC2=CC(=C(C=C12)N)C#CC1(COCC1)C)N)F